C1(=CC=CC2=CC=CC=C12)CC1=C(C(=C2C(=C(C(=C(C2=C1)O)CC1=CC=CC2=CC=CC=C12)CC1=CC=CC2=CC=CC=C12)CC1=CC=CC2=CC=CC=C12)CC1=CC=CC2=CC=CC=C12)CC1=CC=CC2=CC=CC=C12 hexa(naphthylmethyl)naphthol